FC(C1(C=C(N=CN1)N1CCN(CC1)C(=O)OC(C)(C)C)OC)(C1=CC=CC=C1)F tert-butyl 4-[6-[difluoro(phenyl)methyl]-6-methoxy-pyrimidin-4-yl]piperazine-1-carboxylate